2-((1H-pyrazol-3-yl)methyl)-6-((2,3-dihydro-[1,4]dioxino[2,3-b]pyridin-6-yl)sulfonyl)phthalazin-1(2H)-one N1N=C(C=C1)CN1C(C2=CC=C(C=C2C=N1)S(=O)(=O)C1=CC=C2C(=N1)OCCO2)=O